2-methyl-3-oxobutanedioic acid 1,4-diethyl ester C(C)OC(C(C(C(=O)OCC)=O)C)=O